FC=1C(=NC(=NC1)C1=CCC(CC1)CC=O)OCOC (4-(5-fluoro-4-(methoxymethoxy)pyrimidin-2-yl)cyclohex-3-en-1-yl)acetaldehyde